5-chloro-2-methyl-N-((1r,4r)-4-((3-(1-methyl-2,3-dihydro-1H-pyrrolo[2,3-b]pyridin-5-yl)-2-oxo-2,3-dihydro-1H-benzo[d]imidazol-1-yl)methyl)cyclohexyl)nicotinamide ClC=1C=NC(=C(C(=O)NC2CCC(CC2)CN2C(N(C3=C2C=CC=C3)C=3C=C2C(=NC3)N(CC2)C)=O)C1)C